CN\\1C2=CC=CC=C2S/C1=C\\C3=CC=[N+](C4=CC=CC=C34)CCC[N+](C)(C)C The molecule is a cationic C1 cyanine dye having benzothiazolium-2-yl and quinolinium-4-yl substituents. It has a role as a fluorochrome. It is a quinolinium ion, a benzothiazolium ion and a cyanine dye.